C(#C)[C@]1([C@H](C[C@@H](O1)N1C2=NC(=NC(=C2N=C1)NC(OC(CC)CCCCCCCCCCCCC)=O)F)O)CO 3-Hexadecyl (9-((2R,4S,5R)-5-ethynyl-4-hydroxy-5-(hydroxymethyl)tetrahydrofuran-2-yl)-2-fluoro-9H-purin-6-yl)carbamate